C=1C=CC2=C3CC=C(C12)C3 4,7-methano-5H-inden